8-[(2S)-3-Methylbutan-2-yl]-2-({(1S)-1-[2'-(trifluoromethyl)-3,4'-bipyridin-6-yl]ethyl}amino)pyrido[2,3-d]pyrimidin-7(8H)-on CC([C@H](C)N1C(C=CC2=C1N=C(N=C2)N[C@@H](C)C2=CC=C(C=N2)C2=CC(=NC=C2)C(F)(F)F)=O)C